C1(CCC1)C=1C(=NN(C1NC(=O)NC1CC(C1)(F)F)C)C1CCC(CC1)(F)F 1-(4-cyclobutyl-3-(4,4-difluorocyclohexyl)-1-methyl-1H-pyrazol-5-yl)-3-(3,3-difluorocyclobutyl)urea